tert-butyl 4-[[4-[8-methyl-7-[2-methyl-3-(2-trimethylsilylethoxymethyl)benzimidazol-5-yl]oxy-quinoxalin-2-yl]pyrazol-1-yl]methyl]piperidine-1-carboxylate CC=1C(=CC=C2N=CC(=NC12)C=1C=NN(C1)CC1CCN(CC1)C(=O)OC(C)(C)C)OC1=CC2=C(N=C(N2COCC[Si](C)(C)C)C)C=C1